C(C)(C)(C)OC(=O)N1[C@H](CCC1)C(C)O (2R)-2-(1-hydroxyethyl)pyrrolidine-1-carboxylic acid tert-butyl ester